C1(CC1)N(C=1N=CC(=NC1)C1=C(C=C(C(=C1)F)C=1C=NN(C1)C)O)[C@H]1[C@@H]2CN[C@H]([C@@H]1F)C2 2-(5-{cyclopropyl[(1S,4S,5S,6S)-6-fluoro-2-azabicyclo[2.2.1]heptan-5-yl]amino}pyrazin-2-yl)-4-fluoro-5-(1-methyl-1H-pyrazol-4-yl)phenol